(E)-N-ethyl-2-methoxy-N-(7-((2-(2-(2-methoxyethoxy)ethoxy)ethyl)amino)-8-methyl-3H-phenoxazin-3-ylidene)ethan-1-aminium C(C)\[N+](\CCOC)=C/1\C=CC2=NC3=CC(=C(C=C3OC2=C1)NCCOCCOCCOC)C